CC=1C=CC=2N(C3=CC=C(C=C3C2C1)C)CCCCOC(O)=O [4-(3,6-dimethyl-9H-carbazole-9-yl)butyl]carbonic acid